C(CC1=CC=CC=C1)S(=O)(=O)C1=NC(=CC(=N1)C=1SC=CC1)C(F)(F)F 2-(Phenethylsulfonyl)-4-(thiophen-2-yl)-6-(trifluoromethyl)pyrimidine